racemic-2,5-dimethyl-2-indanmethanol C[C@]1(CC2=CC=C(C=C2C1)C)CO |r|